N(=[N+]=[N-])C1CC[C@H](OC1=O)[C@H](CC)N(C(OCC1=CC=CC=C1)=O)CC1=CC=CC=C1 Benzyl ((1S)-1-((2S)-5-azido-6-oxotetrahydro-2H-pyran-2-yl)propyl)(benzyl)carbamate